C(=O)(O)C=CC=1C(NC(N([C@H]2C[C@H](O)[C@@H](CO)O2)C1)=O)=O 5-(carboxy)vinyl-2'-deoxyuridine